5-(N-(4-(2-((7-acetamido-2-(furan-2-yl)-[1,2,4]triazolo[1,5-a][1,3,5]triazin-5-yl)amino)ethyl)phenyl)sulfamoyl)-3-chloro-2-hydroxybenzamide C(C)(=O)NC1=NC(=NC=2N1N=C(N2)C=2OC=CC2)NCCC2=CC=C(C=C2)NS(=O)(=O)C=2C=C(C(=C(C(=O)N)C2)O)Cl